(R)-1-(2-(3-(2-aminopyrimidin-4-yl)-5-chlorophenyl)-4-(methylsulfonyl)piperazin-1-yl)prop-2-en-1-one NC1=NC=CC(=N1)C=1C=C(C=C(C1)Cl)[C@H]1N(CCN(C1)S(=O)(=O)C)C(C=C)=O